C(C)(C)N1C=NC(=C1)[N+](=O)[O-] isopropyl-4-nitro-1H-imidazole